[Ba].[Sr].[Si] silicon-strontium-barium